(1R-3S-5R)-2-(2-fluoropyridin-2-yl)-2-azabicyclo[3.1.0]hexane FC1(NC=CC=C1)N1[C@@H]2C[C@H]2CC1